4-(4,4-difluoropiperidin-1-yl)-N-(2-(4,4-dimethyl-1,4-azasilinan-1-yl)-4-((2-hydroxyethyl)sulfonamido)phenyl)-6-(trifluoromethyl)pyrimidine-2-carboxamide FC1(CCN(CC1)C1=NC(=NC(=C1)C(F)(F)F)C(=O)NC1=C(C=C(C=C1)NS(=O)(=O)CCO)N1CC[Si](CC1)(C)C)F